ClC=1C=CC(=NC1)NCC1=CC(=C(C(=C1)C)NC(CC1CCCC1)=O)C N-{4-[(5-Chloro-pyridin-2-ylamino)-methyl]-2,6-dimethylphenyl}-2-cyclopentylacetamide